tert-Butyl 3-(4-hydroxy-7-(1H-pyrazol-1-yl)benzo[d]oxazol-2-yl)-3,6-diazabicyclo[3.1.1]heptane-6-carboxylate OC1=CC=C(C2=C1N=C(O2)N2CC1N(C(C2)C1)C(=O)OC(C)(C)C)N1N=CC=C1